CN1N=CC(=C1)NC=1C=2N(N=CC1)C(=CN2)C2=CC=C(C=C2)CC(=O)NC2=NOC(=C2)C(C(F)(F)F)(C)C 2-(4-(8-((1-methyl-1H-pyrazol-4-yl)amino)imidazo[1,2-b]pyridazin-3-yl)phenyl)-N-(5-(1,1,1-trifluoro-2-methylpropan-2-yl)isoxazol-3-yl)acetamide